Cl[Si](C(C)(C)CCC)(C)C chlorodimethyl-tertiary hexyl-silane